4-((1-(Cyanomethyl)-7-methoxy-1H-indazol-6-yl)amino)-N-(methyl-d3)-6-((1-methyl-5-(morpholinomethyl)-1H-pyrazol-3-yl)amino)nicotinamide C(#N)CN1N=CC2=CC=C(C(=C12)OC)NC1=CC(=NC=C1C(=O)NC([2H])([2H])[2H])NC1=NN(C(=C1)CN1CCOCC1)C